O1C(=NC2=C1C=CC=C2)CN2C1=C(OCC2=O)C=CC(=C1)C(=O)NO 4-(benzo[d]oxazol-2-ylmethyl)-N-hydroxy-3-oxo-3,4-dihydro-2H-benzo[b][1,4]oxazine-6-carboxamide